CC=1C(=C(C=C(C1)C(F)(F)F)O)C=1C=CC=2C(N1)=NN(C2)[C@H]2C[C@@H](CC2)O 3-methyl-2-[2-[(1R,3R)-3-hydroxycyclopentyl]pyrazolo[3,4-b]pyridin-6-yl]-5-(trifluoromethyl)phenol